3-amino-9-ethyl-carbazole NC=1C=CC=2N(C3=CC=CC=C3C2C1)CC